C(C)(C)(C)OC(C(CC1=CC=C(C=C1)OCCOCCOCC)N1CCN(CCN(CCN(CC1)C(C(=O)OCC)COC(C)(C)C)C(C(=O)OCC)COC(C)(C)C)C(C(=O)OCC)COC(C)(C)C)=O triethyl 2,2',2''-{10-[1-tert-butoxy-3-{4-[2-(2-ethoxyethoxy)ethoxy]phenyl}-1-oxopropan-2-yl]-1,4,7,10-tetraazacyclododecane-1,4,7-triyl}tris(3-tert-butoxypropanoate)